ClC=1C=C(C=CC1F)C=1C(=NC(=NC1)NC=1C=NN(C1)C)NC=1C=C(C=CC1)NC(C=C)=O N-(3-((5-(3-chloro-4-fluorophenyl)-2-((1-methyl-1H-pyrazol-4-yl)amino)pyrimidin-4-yl)amino)phenyl)acrylamide